COC(=O)C1=NNC(=C1I)C(=O)OC 4-Iodo-1H-pyrazole-3,5-dicarboxylic acid dimethyl ester